ClC1=C(C=CC=C1)[C@H]1CC[C@H](N1C(=O)C1CCN(CC1)C1=C(C=C(C=C1)C(F)(F)F)[N+](=O)[O-])C(=O)O (2S,5R)-5-(2-chlorophenyl)-1-(1-(2-nitro-4-(trifluoromethyl)phenyl)piperidine-4-carbonyl)pyrrolidine-2-carboxylic acid